C(CCCCC)N1CC=CC2=CC=CC=C12 1-n-hexyl-quinoline